ClC1COC2=C(O1)C=CC=C2N2CCN(CC2)C 2-Chloro-5-(4-methylpiperazin-1-yl)-2,3-dihydro-1,4-benzodioxine